FC=1C=C(C=NC1)C1=NC(=NC(=N1)OC(C)C)N[C@@H]1CCC=2NC3=CC=CC=C3C2C1 (3R)-N-[4-(5-fluoro-3-pyridinyl)-6-isopropoxy-1,3,5-triazin-2-yl]-2,3,4,9-tetrahydro-1H-carbazol-3-amine